C(C)(=O)[Pt] acetylPlatinum